N[C@@H]([C@@H](C)CC)C(=O)O isoleucine